2,3,4',5,6-Pentafluoro-[1,1'-biphenyl]-4-carboxylic acid FC1=C(C(=C(C(=C1F)C(=O)O)F)F)C1=CC=C(C=C1)F